[(1S,2S,3R,4S,6R)-4,6-diazido-3-[(2R,3S,4R,5R,6R)-6-(azidomethyl)-3,5-dibenzyloxy-4-fluoro-tetrahydropyran-2-yl]oxy-2-hydroxy-cyclohexyl]acetate N(=[N+]=[N-])[C@@H]1[C@H]([C@H]([C@H]([C@@H](C1)N=[N+]=[N-])CC(=O)[O-])O)O[C@H]1O[C@@H]([C@H]([C@H]([C@H]1OCC1=CC=CC=C1)F)OCC1=CC=CC=C1)CN=[N+]=[N-]